ClC=1C=C(C=CC1)CCC(=O)NC1=C(C=C(C=C1C)N1CCOCC1)C 3-(3-Chloro-phenyl)-N-(2,6-dimethyl-4-morpholin-4-yl-phenyl)-propionamide